methyl (2S)-3-tert-butoxy-2-(tert-butoxycarbonylamino)propanoate C(C)(C)(C)OC[C@@H](C(=O)OC)NC(=O)OC(C)(C)C